di-tert-butyl((benzylazanediyl)bis(ethane-2,1-diyl))bis(methylcarbamate) C(C)(C)(C)OC(N(CCN(CCN(C(OC(C)(C)C)=O)C)CC1=CC=CC=C1)C)=O